2-sulfobenzoic acid ammonium salt [NH4+].S(=O)(=O)([O-])C1=C(C(=O)[O-])C=CC=C1.[NH4+]